4-(4-pyridyl)-6-quinolinecarboxamide N1=CC=C(C=C1)C1=CC=NC2=CC=C(C=C12)C(=O)N